(4-nitrophenyl)methyl carbonochloridate C(OCC1=CC=C(C=C1)[N+](=O)[O-])(=O)Cl